methyl (S)-3-methyl-2-(5-oxo-2-((R)-1-tritylaziridine-2-carbonyl)-2,6-diazaspiro[3.4]octan-6-yl)butanoate CC([C@@H](C(=O)OC)N1C(C2(CN(C2)C(=O)C2[N@@](C2)C(C2=CC=CC=C2)(C2=CC=CC=C2)C2=CC=CC=C2)CC1)=O)C